COC1=NC=NC(=C1C1=CC=2C(=CN=C(C2)NC(=O)C2CC2)N1C)OC N-[2-(4,6-dimethoxypyrimidin-5-yl)-1-methylpyrrolo[2,3-c]pyridin-5-yl]cyclopropanecarboxamide